1-((3R,4R)-3-(4-amino-7-methyl-5-(4-((6-methylpyridin-2-yl)oxy)phenyl)-7H-pyrrolo[2,3-d]pyrimidin-6-yl)-4-hydroxypyrrolidin-1-yl)prop-2-en-1-one NC=1C2=C(N=CN1)N(C(=C2C2=CC=C(C=C2)OC2=NC(=CC=C2)C)[C@H]2CN(C[C@@H]2O)C(C=C)=O)C